FC(C=1C(=C(C=CC1)[C@@H](C)NC1=NC(=NC2=CC=C(C=C12)N(C1=NN(C(C=C1)=O)CC(=O)N(C)C)C)C)C)F (R)-2-(3-((4-((1-(3-(difluoroMethyl)-2-methylphenyl)ethyl)amino)-2-methylquinazolin-6-yl)(methyl)amino)-6-oxopyridazin-1(6H)-yl)-N,N-Dimethylacetamide